F[C@H]1CN(CC[C@H]1OCCO)C1=NC=CC(=N1)NC=1N=CC2=C(N=CC(=C2C1)C(C)C)N1[C@@H](CC1)C 2-(((3S,4R)-3-fluoro-1-(4-((5-isopropyl-8-((R)-2-methylazetidin-1-yl)-2,7-naphthyridin-3-yl)amino)pyrimidin-2-yl)piperidin-4-yl)oxy)ethan-1-ol